CN(CCNCC=1N=C(SC1C1=CC(=CC=C1)OC)C1=CC=C(C=C1)OC)C dimethyl-N'-(2-(4-methoxyphenyl)-5-(3-methoxyphenyl)thiazol-4-yl-methyl)ethylenediamine